C1(CC1)N1C(N2C(C=C1C(F)(F)F)=NC(=C2)C2=C(C=C(C=C2)/C(=N/O)/C)S(=O)(=O)CC)=O 6-cyclopropyl-2-[2-ethylsulfonyl-4-[(E)-N-hydroxy-C-methyl-carbonimidoyl]phenyl]-7-(trifluoromethyl)imidazo[1,2-c]pyrimidin-5-one